N-[4-fluoro-2-methyl-5-[(5-propan-2-yloxypyridin-2-yl)carbamoyl]phenyl]-2-methyl-1,3-thiazole-5-carboxamide FC1=CC(=C(C=C1C(NC1=NC=C(C=C1)OC(C)C)=O)NC(=O)C1=CN=C(S1)C)C